C1=NC(=C2C(=N1)N(C=N2)C[C@@H](CO)OCP(=O)(O)O)N 9-(3-hydroxy-2-phosphonylmethoxypropyl)adenine